3,3'-p-Phenylenebis[1-(2-hydroxy-4-methoxyphenyl)-2-propene-1-one] C1(=CC=C(C=C1)C=CC(=O)C1=C(C=C(C=C1)OC)O)C=CC(=O)C1=C(C=C(C=C1)OC)O